4-((4-(5-bromo-6-ethylpyridin-2-yl)-1-methyl-1H-1,2,3-triazol-5-yl)methoxy)-1H-1,2,3-triazole-5-carboxylic acid ethyl ester C(C)OC(=O)C1=C(N=NN1)OCC1=C(N=NN1C)C1=NC(=C(C=C1)Br)CC